(3R)-3-amino-5,5,7-trifluoro-8-[5-(1-methyl-1-methylsulfonyl-ethyl)-1,3,4-oxadiazol-2-yl]-1-[[4-[4-(trifluoromethyl)pyrazol-1-yl]phenyl]methyl]-3,4-dihydro-1-benzazepin-2-one N[C@H]1C(N(C2=C(C(C1)(F)F)C=C(C(=C2)C=2OC(=NN2)C(C)(S(=O)(=O)C)C)F)CC2=CC=C(C=C2)N2N=CC(=C2)C(F)(F)F)=O